(6-(1-methoxyethyl)pyridin-3-yl)methanesulfonyl chloride COC(C)C1=CC=C(C=N1)CS(=O)(=O)Cl